C(C=C)OC1CCC=2C=3C1=C1C(=NC3C=C(C2C)F)C2=CC3=C(C(N2C1)=O)COC([C@]3(O)CC)=O (9S)-1-(allyloxy)-9-ethyl-5-fluoro-9-hydroxy-4-methyl-2,3,12,15-tetrahydrobenzo[de]pyrano[3',4':6,7]indolizino[1,2-b]quinoline-10,13(1H,9H)-dione